7-(3-(4-fluoro-2,6-dimethylphenoxy)-5-methylphenyl)-5-methyl-4-oxo-N-propyl-4,5-dihydrothieno[3,2-c]pyridine-2-carboxamide FC1=CC(=C(OC=2C=C(C=C(C2)C)C=2C3=C(C(N(C2)C)=O)C=C(S3)C(=O)NCCC)C(=C1)C)C